2-[4-(4-aminopiperidin-1-yl)-5-(3-fluoro-5-methylphenyl)pyridazin-3-yl]-1H-indole-3,6-dicarbonitrile NC1CCN(CC1)C1=C(N=NC=C1C1=CC(=CC(=C1)C)F)C=1NC2=CC(=CC=C2C1C#N)C#N